ClC=1C(=C(C=CC1Cl)NC1=NC=NC2=CC(=C(C=C12)OC1CC(C1)N(C(C=C)=O)C)OC)F N-(3-((4-((3,4-dichloro-2-fluorophenyl)amino)-7-methoxyquinazolin-6-yl)oxy)cyclobutyl)-N-methylacrylamide